6-[2-Cyclopropyl-5-(trifluoromethyl)imidazo[4,5-b]pyridin-3-yl]indolin C1(CC1)C1=NC=2C(=NC(=CC2)C(F)(F)F)N1C1=CC=C2CCNC2=C1